4-(dodecanoyloxy)benzenesulfonate C(CCCCCCCCCCC)(=O)OC1=CC=C(C=C1)S(=O)(=O)[O-]